P(=O)(O)([O-])[O-].[Cs+].[Cs+] dicesium hydrogen phosphate